C(CCCCCCC\C=C/CCCCCCCC)(=O)OC[C@@H](OC(CCCCCCC\C=C/CCCCCCCC)=O)CO 1,2-di-oleoyl-sn-glycerol